C12(CC2C1)C(=O)OC Methyl bicyclo[1.1.0]butane-1-carboxylate